5-(4-chloro-2-fluorophenyl)-4-(4-methylbenzene-1-sulfonyl)-4,5-dihydro-1,3-oxazole ClC1=CC(=C(C=C1)C1C(N=CO1)S(=O)(=O)C1=CC=C(C=C1)C)F